2,2'-methylenbis-(4-chloro-6-bromophenol) C(C1=C(C(=CC(=C1)Cl)Br)O)C1=C(C(=CC(=C1)Cl)Br)O